BrCCC1=C(N=NC(=C1)Cl)Cl 4-(2-bromoethyl)-3,6-dichloropyridazine